[(2Z,7aS)-2-(fluoromethylidene)tetrahydro-1H-pyrrolizin-7a(5H)-yl]methanol F\C=C/1\C[C@@]2(CCCN2C1)CO